C1(CC1)C1=NC=NC(=C1C1=NC=C2C=CC(NC2=C1F)=O)OC 7-(4-cyclopropyl-6-methoxypyrimidin-5-yl)-8-fluoro-1H-1,6-naphthyridin-2-one